2,3,4,6-tetra-O-acetyl-beta-D-galactopyranosyl azide C(C)(=O)O[C@H]1[C@@H](O[C@@H]([C@@H]([C@@H]1OC(C)=O)OC(C)=O)COC(C)=O)N=[N+]=[N-]